6-(2-(2,5-difluorobenzyl)-1-oxo-2,8-diazaspiro[4.5]dec-8-yl)pyridazine-3-methanol FC1=C(CN2C(C3(CC2)CCN(CC3)C3=CC=C(N=N3)CO)=O)C=C(C=C1)F